tert-butyl (1R,2S,5S)-2-(((7-bromo-2-chloro-8-fluoro-4-oxo-3,4-dihydroquinazolin-5-yl)oxy)methyl)-3,8-diazabicyclo[3.2.1]octane-8-carboxylate BrC1=CC(=C2C(NC(=NC2=C1F)Cl)=O)OC[C@@H]1[C@H]2CC[C@@H](CN1)N2C(=O)OC(C)(C)C